tert-butyl 6-(6-amino-5-methylpyrazin-2-yl)imidazo[1,2-a]pyrazin-8-yl(4-(4-(oxetan-3-yl)piperazin-1-yl)phenyl)carbamate NC1=C(N=CC(=N1)C=1N=C(C=2N(C1)C=CN2)N(C(OC(C)(C)C)=O)C2=CC=C(C=C2)N2CCN(CC2)C2COC2)C